OC1=C(C=C(C=C1)C)C=1NC(=C(N1)C(C)C)C (2-hydroxy-5-methylphenyl)-4-isopropyl-5-methylimidazole